BrC1=CC=CC=2N1N=C(N2)Cl 5-bromo-2-chloro-[1,2,4]triazolo[1,5-a]pyridine